CN1S(C2=C(N(CC1)C)C=CC(=C2)NC(C(C)N2N=CC(=C(C2=O)C)F)=O)(=O)=O N-(2,5-dimethyl-1,1-dioxido-2,3,4,5-tetrahydrobenzo[f][1,2,5]thiadiazepin-8-yl)-2-(4-fluoro-5-methyl-6-oxopyridazin-1(6H)-yl)propanamide